1-(1-chloropropyl)-4-(cyclopropylmethoxy)-2-fluorobenzene ClC(CC)C1=C(C=C(C=C1)OCC1CC1)F